S(C1=C(O)C(=CC(=C1O)C(C)(C)C)C(C)(C)C)C1=C(O)C(=CC(=C1O)C(C)(C)C)C(C)(C)C 2,2'-thiobis(4,6-di-tert-butyl-resorcinol)